N[C@@H]1C2=CC=CC=C2CC12CCN(CC2)C2=C(N=C1C(=N2)NN=C1N1CCCC=2C(N(C=CC12)C)=O)C 1-{6-[(3S)-3-amino-1,3-dihydrospiro[indene-2,4'-piperidine]-1'-yl]-5-methyl-1H-pyrazolo[3,4-b]Pyrazin-3-yl}-6-methyl-1,2,3,4,5,6-hexahydro-1,6-naphthyridin-5-one